C(C)(C)(C)OC(=O)N1CCN(CC1)C1=NC=C(C(=N1)OC)C(=O)OC methyl 2-(4-(tert-butoxycarbonyl)piperazin-1-yl)-4-methoxypyrimidine-5-carboxylate